4-(4-((1R,5S)-3,8-diazabicyclo[3.2.1]octan-3-yl)-8-fluoro-2-((1-(pyrrolidin-1-ylmethyl)cyclopropyl)methoxy)pyrido[4,3-d]pyrimidin-7-yl)-5-ethyl-6-fluoronaphthalen-2-ol [C@H]12CN(C[C@H](CC1)N2)C=2C1=C(N=C(N2)OCC2(CC2)CN2CCCC2)C(=C(N=C1)C1=CC(=CC2=CC=C(C(=C12)CC)F)O)F